C(C)(C)(C)NS(=O)(=O)C1=CC=C(C(N)=N)C=C1 4-(N-(tert-butyl)sulfamoyl)benzimidamide